tetraethyl-Phosphonium tert-butyl-9-(5-acetyl-3-iodo-6,7-dihydro-4H-pyrazolo[4,3-c]pyridin-1-yl)-2-azaspiro[5.5]undecane-2-carboxylate C(C)(C)(C)OC(=O)N1CC2(CCC1)CCC(CC2)N2N=C(C=1CN(CCC12)C(C)=O)I.C(C)[P+](CC)(CC)CC